3-(aminomethyl)-6-fluoro-2-methylbenzamide NCC=1C(=C(C(=O)N)C(=CC1)F)C